C(C)(C)(C)C=1C=C(NN1)NC(=O)NC1=CC=C(C=C1)N1C=NC2=C1C=CC(=C2)OCCN2CCNCC2 1-(5-tert-butyl-2H-pyrazol-3-yl)-3-{4-[5-(2-piperazin-1-ylethoxy)-benzimidazol-1-yl]-phenyl}-urea